4-(6,7-dimethoxy-1,2,3,4-tetrahydroisoquinolin-1-yl)-N-methylaniline COC=1C=C2CCNC(C2=CC1OC)C1=CC=C(NC)C=C1